4-(3-chloro-4-oxo-2-(trifluoromethyl)-4H-pyrido[1,2-a]pyrimidin-9-yl)-N-(tetrahydro-2H-pyran-4-yl)benzamide ClC1=C(N=C2N(C1=O)C=CC=C2C2=CC=C(C(=O)NC1CCOCC1)C=C2)C(F)(F)F